5-(4-(3-(8-fluoro-1-oxo-1,2-dihydroisoquinolin-3-yl)propyl)piperazin-1-yl)picolinonitrile FC=1C=CC=C2C=C(NC(C12)=O)CCCN1CCN(CC1)C=1C=CC(=NC1)C#N